(S)-5-((R)-2-hydroxypropionyl)-N-((S)-3-oxo-1-((S)-2-oxopyrrolidin-3-yl)-4-(trifluoromethoxy)butan-2-yl)-5-azaspiro[2.4]heptane-6-carboxamide O[C@@H](C(=O)N1CC2(CC2)C[C@H]1C(=O)N[C@@H](C[C@H]1C(NCC1)=O)C(COC(F)(F)F)=O)C